C(CCCC)(=O)[O-].[NH4+] ammonium pentanate